C1(=CC=CC=C1)C1=C(C(=C(O)C(=C1)C1=CC=CC=C1)N=NC1=C(O)C=CC=C1O)O 4,6-diphenylazoresorcinol